CC1=NOC(=C1C1N(C(=CC=N1)C1=CC=C(C=C1)OC(F)(F)F)[C@H](CO)C)C 2-(3,5-Dimethyl-1,2-oxazol-4-yl)-N-[(2S)-1-hydroxypropan-2-yl]-6-[4-(trifluoromethoxy)phenyl]pyrimidin